1,4-butenediamine C(CN)C=CN